C1=CC=CC=2C3=CC=CC=C3N(C12)C1=CC=C(/C=C/C2=CCN(C=C2)CC2=CC=C(C=C2)C(C2=CC=CC=C2)=O)C=C1 (E)-4-(4-(9H-carbazole-9-yl)styryl)-1-(4-benzoylbenzyl)pyridine